1-(4-((6-((3R,4R)-4-(3,4-dihydroisoquinolin-2(1H)-yl)-3-hydroxypiperidine-1-carbonyl)-2-(4-methylpiperazin-1-yl)pyrimidin-4-yl)amino)piperidin-1-yl)ethan-1-one C1N(CCC2=CC=CC=C12)[C@H]1[C@@H](CN(CC1)C(=O)C1=CC(=NC(=N1)N1CCN(CC1)C)NC1CCN(CC1)C(C)=O)O